O=C1NC(CCC1NC1=CC=C(C=C1)C1CCN(CC1)C(CC1(CCN(CC1)C(=O)OC(C)(C)C)O)=O)=O tert-butyl 4-[2-[4-[4-[(2,6-dioxo-3-piperidyl)amino]phenyl]-1-piperidyl]-2-oxo-ethyl]-4-hydroxy-piperidine-1-carboxylate